(e)-2,2'-(ethane-1,2-diylbis(5-carbamoyl-4-methoxy-1H-benzo[d]imidazole-1,2-diyl))bis(3-fluorobenzoic acid) C(CN1C(=NC2=C1C=CC(=C2OC)C(N)=O)C2=C(C(=O)O)C=CC=C2F)N2C(=NC1=C2C=CC(=C1OC)C(N)=O)C1=C(C(=O)O)C=CC=C1F